C1(=CC=CC=C1)C1(C2CNCC12)CNC(OCC1=CC=CC=C1)=O benzyl ((6-phenyl-3-azabicyclo[3.1.0]hexan-6-yl)methyl)carbamate